FC1=CN=C2N1C=C(C=C2)C2=CNC=1N=C(N=CC12)NC1CC(C1)(C(=O)N(C)C)C (1r,3r)-3-((5-(3-fluoroimidazo[1,2-a]pyridin-6-yl)-7H-pyrrolo[2,3-d]pyrimidin-2-yl)amino)-N,N,1-trimethylcyclobutane-1-carboxamide